Cl.N1=CC(=CC=C1)C1=NC(=CC(=N1)NC1=NC=CC(=C1)OC(F)(F)F)N1CCC2(CCCNC2)CC1 2-(pyridin-3-yl)-6-(2,9-diazaspiro[5.5]undec-9-yl)-N-(4-(trifluoromethoxy)pyridin-2-yl)pyrimidin-4-amine hydrochloride